tert-Butyl-(4-iodobutoxy)dimethyl-silane C(C)(C)(C)[Si](C)(C)OCCCCI